[C@@H](C)(CC)N1N=CC=2C1=NC(=NC2NC=2N=CN(C2)C2=CC(=C(C(=C2)OC)OC)OC)C(=C)C (R)-1-(sec-butyl)-6-(prop-1-en-2-yl)-N-(1-(3,4,5-trimethoxyphenyl)-1H-imidazol-4-yl)-1H-pyrazolo[3,4-d]pyrimidin-4-amine